CC1=NC(=CC=C1NC(=O)C1CC2(CC(C2)C(=O)OC)C1)NC1=NC(=CC=C1[N+](=O)[O-])C1=CC=CC=C1 methyl 6-((2-methyl-6-((3-nitro-6-phenylpyridin-2-yl)amino)pyridin-3-yl)carbamoyl)spiro[3.3]heptane-2-carboxylate